N-((3S,4R)-3-fluoro-1-isopropylpiperidin-4-yl)-2-(3-((2-methoxy-4-(methylsulfonyl)phenyl)amino)prop-1-yn-1-yl)-3-vinyl-2H-indazol-7-amine F[C@H]1CN(CC[C@H]1NC1=CC=CC2=C(N(N=C12)C#CCNC1=C(C=C(C=C1)S(=O)(=O)C)OC)C=C)C(C)C